5-(((4-methoxybenzyl)oxy)methyl)-1-methyl-1H-pyrazole-3-carboxylic acid ethyl ester C(C)OC(=O)C1=NN(C(=C1)COCC1=CC=C(C=C1)OC)C